C(=O)OC(CC[C@H]1C(CC[C@H]2C(CCC[C@]12C)(C)C)=C)C [3-[(1S,4aS,8aS)-5,5,8a-trimethyl-2-methylene-decahydronaphthalen-1-yl]-1-methyl-propyl] formate